ClC=1N=C(NC1[C@@H]1[C@@H](CN(CC1)C(=O)OC(C)(C)C)C)C1=NC=C(C=C1)F Tert-butyl (3S,4S)-4-[4-chloro-2-(5-fluoropyridin-2-yl)-1H-imidazol-5-yl]-3-methylpiperidine-1-carboxylate